ClC1=C(C=CC=C1Cl)N1C(N=C(N=C1C)SC)=O 1-(2,3-dichlorophenyl)-6-methyl-4-(methylsulfanyl)-1,2-dihydro-1,3,5-triazin-2-one